CC=1C=C(C=CC1C)NS(=O)(=O)C1=CC=CC=C1 N-(3,4-dimethyl-phenyl)benzene-sulfonamide